C(C)OC(C(C=C(C)C1=CC=CC=C1)(F)F)=O ethyl-4-phenyl-2,2-difluoro-3-pentenoate